C(CCCCCCCCCCCCCCCCC)(=O)OCC(=O)NCC1=CC(=C(C=C1)O)OC 2-((4-hydroxy-3-methoxy-benzyl)amino)-2-oxoethyl stearate